1-(pyridin-2-ylmethyl)-3-(thiophen-3-ylethynyl)-4-(4-(trifluoromethyl)phenyl)-1H-pyrrole-2,5-dione N1=C(C=CC=C1)CN1C(C(=C(C1=O)C1=CC=C(C=C1)C(F)(F)F)C#CC1=CSC=C1)=O